C(C)(CC)C=1N=C2N(C(C1)=O)C1=C(N2)C=CC=C1 2-(sec-Butyl)benzo[4,5]imidazo[1,2-a]pyrimidin-4(10H)-one